2-bromo-6-(3-chlorophenoxy)aniline BrC1=C(N)C(=CC=C1)OC1=CC(=CC=C1)Cl